5,5'-diisopropyl-2,2'-diaminobiphenyl acetate C(C)(=O)O.C(C)(C)C=1C=CC(=C(C1)C1=C(C=CC(=C1)C(C)C)N)N